S(=O)(=O)(O)C1=CC=CC=2C#CCCC3=C(C21)C=CC=C3 Sulfodibenzocyclooctyn